FC1=NC(=CC=C1C1=C(N=C2N(C1=O)C=CC(=C2)OC)C(F)(F)F)OCC(F)(F)F 3-(2-Fluoro-6-(2,2,2-trifluoroethoxy)-3-pyridinyl)-8-methoxy-2-(trifluoromethyl)-4H-pyrido[1,2-a]pyrimidin-4-one